C(CCCCCCC\C=C\C=C\CCCC)O (E,E)-9,11-hexadecadienol